C1=CC=CC=2C3=CC=CC=C3C(C12)COC(=O)N[C@@H](CC=1C=C(C(=O)OC(C)(C)C)C=CC1)C(=O)OC tert-butyl (S)-3-(2-((((9H-fluoren-9-yl)methoxy)carbonyl)amino)-3-methoxy-3-oxopropyl)benzoate